6-(3-Aminoazetidin-1-yl)-N-(5-fluoro-6-phenoxypyridin-3-yl)pyrido[3,2-d]pyrimidin-4-amine NC1CN(C1)C=1C=CC=2N=CN=C(C2N1)NC=1C=NC(=C(C1)F)OC1=CC=CC=C1